OC(C(=O)C1=CC=C(C=C1)CC1=CC=C(C=C1)C(C(C)(C)O)=O)(C)C 2-hydroxy-1-[4-[4-(2-hydroxy-2-methyl-propionyl)-benzyl]phenyl]-2-methyl-propane-1-one